(2R,3R,4R,5R)-2-(6-amino-2-chloro-9H-purin-9-yl)-5-(hydroxymethyl)-3-vinyltetrahydrofuran-3,4-diol NC1=C2N=CN(C2=NC(=N1)Cl)[C@@H]1O[C@@H]([C@H]([C@]1(O)C=C)O)CO